(2'S,4S)-2,2'-dimethyl-1'-[[1-(2-methylsulfonylethyl)pyrazol-4-yl]methyl]spiro[6,7-dihydrothieno[3,2-c]pyran-4,4'-piperidine] CC1=CC2=C(CCO[C@@]23C[C@@H](N(CC3)CC=3C=NN(C3)CCS(=O)(=O)C)C)S1